1-(azepan-4-yl)-4-methoxy-N-(1-methylcyclobutyl)piperidine-4-carboxamide TFA salt OC(=O)C(F)(F)F.N1CCC(CCC1)N1CCC(CC1)(C(=O)NC1(CCC1)C)OC